6-(3-(((S)-1-(2-methoxypyridin-4-yl)ethyl)glycyl)-3,8-diazabicyclo[3.2.1]octan-8-yl)nicotinonitrile COC1=NC=CC(=C1)[C@H](C)NCC(=O)N1CC2CCC(C1)N2C2=NC=C(C#N)C=C2